3-formyl-bicyclo[1.1.1]pentane-1-carboxylic acid methyl ester COC(=O)C12CC(C1)(C2)C=O